4,5-dichloro-2-(2-(2-methoxyethoxy)ethyl)isothiazol-3(2H)-one ClC=1C(N(SC1Cl)CCOCCOC)=O